C(C)OC(CC(CC)=O)=O.BrC(C(=O)OCC)C(CC)=O ethyl 2-bromo-3-oxopentanoate Ethyl-3-oxopentanoate